6-bromo-7-fluoro-2-oxo-1,2-dihydroquinoline-3-carboxylic acid ethyl ester C(C)OC(=O)C=1C(NC2=CC(=C(C=C2C1)Br)F)=O